C(C)OC(C1=C(C=C(C(=C1)F)[N+](=O)[O-])Cl)=O.C(C)N1C(C(=CC=C1CN1CC2=CC=CC=C2C1)OCC1CCN(CC1)S(=O)(=O)N)=O 4-(((1-ethyl-6-(isoindolin-2-ylmethyl)-2-oxo-1,2-dihydropyridin-3-yl)oxy)methyl)piperidine-1-sulfonamide ethyl-2-chloro-5-fluoro-4-nitro-benzoate